C(C)(C)(C)C1=CC=C(S1)C(=O)NCC1=NC(=NO1)C=1N(C2=CC=CC(=C2C1)N[C@H]1[C@H](CN(CC1)C)F)CC(F)(F)F 5-tert-butyl-N-[[3-[4-[[(3S,4R)-3-fluoro-1-methyl-4-piperidyl]amino]-1-(2,2,2-trifluoroethyl)indol-2-yl]-1,2,4-oxadiazol-5-yl]methyl]thiophene-2-carboxamide